tert-butyl (R)-3-((2,7-dichloro-8-fluoro-5-methoxypyrido[4,3-d]pyrimidin-4-yl)(methyl)amino)pyrrolidine-1-carboxylate ClC=1N=C(C2=C(N1)C(=C(N=C2OC)Cl)F)N([C@H]2CN(CC2)C(=O)OC(C)(C)C)C